tert-butyl 3-(2-(2-(3-(4-amino-1-(tert-butyl)-1H-pyrazolo[3,4-d]pyrimidin-3-yl)-5-cyclopropylisoxazol-4-yl)pyrimidin-5-yl)ethoxy)propanoate NC1=C2C(=NC=N1)N(N=C2C2=NOC(=C2C2=NC=C(C=N2)CCOCCC(=O)OC(C)(C)C)C2CC2)C(C)(C)C